C(C)C1=NC2=C(N1C1=NC(=C3N=C(N(C3=N1)C)CN1CC(NCC1)=O)N1CCOCC1)C=CC=C2 4-((2-(2-ethyl-1H-benzimidazol-1-yl)-9-methyl-6-morpholinyl-9H-purin-8-yl)methyl)piperazin-2-one